FC=1C=C(C(N(C1)C)=O)[C@@H]1N(CCC1)C1=NC=2N(C=C1)N=CC2C(=O)N[C@@H]2CC[C@H](CC2)O 5-((R)-2-(5-fluoro-1-methyl-2-oxo-1,2-dihydropyridin-3-yl)pyrrolidin-1-yl)-N-((trans)-4-hydroxycyclohexyl)pyrazolo[1,5-a]pyrimidine-3-carboxamide